FC(OC=1C=C(C=C2CN(CC(C2=O)=CC2=CC(=C(C=C2)OC(F)F)OC(F)F)C(C)=O)C=CC1OC(F)F)F 3,5-bis(3,4-di(difluoromethoxy)benzylidene)-1-acetylpiperidin-4-one